3-hydroxy-2-[(2Z)-2-pentenyl]cyclopentylacetic acid OC1C(C(CC1)CC(=O)O)C\C=C/CC